2-Benzyloxynaphthalin C(C1=CC=CC=C1)OC1=CC2=CC=CC=C2C=C1